2-(3,4-dimethoxyphenyl)-3-isopropyl-5-(1-((1-methyl-1H-imidazol-2-yl)methyl)piperidin-4-yl)-1H-indole COC=1C=C(C=CC1OC)C=1NC2=CC=C(C=C2C1C(C)C)C1CCN(CC1)CC=1N(C=CN1)C